1-((2-Acetyl-2-azaspiro[3.3]heptan-5-yl)methyl)-3-cyclopropyl-N-(2-(methylthio)pyridin-4-yl)-4-(trifluoromethyl)-1H-pyrazole-5-carboxamide C(C)(=O)N1CC2(C1)C(CC2)CN2N=C(C(=C2C(=O)NC2=CC(=NC=C2)SC)C(F)(F)F)C2CC2